3-bromo-1-(prop-2-yl)-5-[2-(trifluoromethoxy)phenoxy]-1H-1,2,4-triazole BrC1=NN(C(=N1)OC1=C(C=CC=C1)OC(F)(F)F)C(C)C